2-hydroxypropoxy-benzenesulfonamide OC(COC1=C(C=CC=C1)S(=O)(=O)N)C